N1=CC=C(C2=CC=CC=C12)NCCCCC1=CC=C(O1)\C=N/O (Z)-5-(4-(quinolin-4-ylamino)butyl)furan-2-carbaldehyde oxime